tert-butyl ((1S,3R)-3-(2-isobutyl-6-(1,2,4-thiadiazol-5-yl)-1H-imidazo[4,5-c]pyridin-1-yl)cyclohexyl)carbamate C(C(C)C)C=1N(C2=C(C=NC(=C2)C2=NC=NS2)N1)[C@H]1C[C@H](CCC1)NC(OC(C)(C)C)=O